4-((1H-PYRROLO[2,3-B]PYRIDIN-4-YL)OXY)-2-FLUOROANILINE N1C=CC=2C1=NC=CC2OC2=CC(=C(N)C=C2)F